[Li].C1(=CC=CC=C1)P(O)(=O)C(C1=C(C=C(C=C1C)C)C)=O phenyl-2,4,6-trimethyl-benzoyl-phosphinic acid lithium